myristyl-trimethylammonium methyl-sulfate COS(=O)(=O)[O-].C(CCCCCCCCCCCCC)[N+](C)(C)C